6-(difluoromethyl)-3-(4-(1-methyl-1H-indol-5-yl)pyrimidin-2-yl)imidazo[1,2-a]pyrazine FC(C=1N=CC=2N(C1)C(=CN2)C2=NC=CC(=N2)C=2C=C1C=CN(C1=CC2)C)F